(R)-1-(6-(2,4-dioxo-1,2,3,4-tetrahydropyrimidin-5-yl)imidazo[1,2-b]pyridazin-8-yl)-4,4-difluoropyrrolidin-3-yl isopropylcarbamate C(C)(C)NC(O[C@@H]1CN(CC1(F)F)C=1C=2N(N=C(C1)C=1C(NC(NC1)=O)=O)C=CN2)=O